4-[4-(3,7-difluoro-1H-pyrrolo[3,2-c]pyridin-4-yl)piperidine-1-carboxamido]bicyclo[2.2.2]octane FC1=CNC2=C1C(=NC=C2F)C2CCN(CC2)C(=O)NC21CCC(CC2)CC1